ClC=1C=C(C=C(C1OC=1C=C2C(=CNC2=CC1)C(C(F)(F)F)C)Cl)N1N=C(C(NC1=O)=O)C#N 2-(3,5-dichloro-4-[[3-(1,1,1-trifluoropropan-2-yl)-1H-indol-5-yl]oxy]phenyl)-3,5-dioxo-4H-1,2,4-triazine-6-carbonitrile